ClC1=CC=C2C(=C(NC2=C1C=1C(=NN(C1COC)C)C)C(=O)OCC)CCCOC1=CC=CC2=CC(=CC=C12)F ethyl 6-chloro-3-(3-((6-fluoronaphthalen-1-yl)oxy)propyl)-7-(5-(methoxymethyl)-1,3-dimethyl-1H-pyrazol-4-yl)-1H-indole-2-carboxylate